ClC=1C=C(CC2C(CCC2)OC(=O)N[C@H](C(=O)NC(C(=O)O)C[C@H]2C(NCC2)=O)CC2=CC=CC=C2)C=CC1 2-((2S)-2-((((2-(3-chlorobenzyl)cyclopentyl)oxy)carbonyl)amino)-3-phenylpropanamido)-3-((S)-2-oxopyrrolidin-3-yl)propanoic acid